FC(C=1C=C2CC(CC2=CC1)NC1=NC=C(C=N1)C1=NN=C(O1)CC(=O)OCC)(F)F ethyl 2-(5-(2-((5-(trifluoromethyl)-2,3-dihydro-1H-inden-2-yl)amino)pyrimidin-5-yl)-1,3,4-oxadiazol-2-yl)acetate